N,N-dimethylaminoethylpropanediol CN(C)CCC(CC)(O)O